CC=1C(NC([N]C1)=O)=O 5-methyl-2H-1λ2-pyrimidine-2,4(3H)-dione